BrC1=NN2C(C(NCC2)=O)=C1C 2-bromo-3-methyl-4-oxo-6,7-dihydropyrazolo[1,5-a]pyrazine